2-(9-(3-((tert-butyldimethylsilyl)oxy)propyl)-3,9-diazaspiro[5.5]undecan-3-yl)propane-1,3-diyl bis(2-heptylnonanoate) C(CCCCCC)C(C(=O)OCC(COC(C(CCCCCCC)CCCCCCC)=O)N1CCC2(CC1)CCN(CC2)CCCO[Si](C)(C)C(C)(C)C)CCCCCCC